FC1(CC(C1)C(N1N=CC(=C1)C1=CC=C(C(=N1)C1=CC=2N(C=C1)N=C(N2)N2C(=CC=C2C)C)F)C2=CC=C(C=C2)F)F 7-(6-(1-(3,3-difluorocyclobutyl(4-fluorophenyl)methyl)-1H-pyrazol-4-yl)-3-fluoropyridin-2-yl)-2-(2,5-dimethyl-1H-pyrrol-1-yl)-[1,2,4]triazolo[1,5-a]pyridine